N-cyclopropyl-4-(2-(1-(1-(3-isopropyl-1,2,4-oxadiazol-5-yl)piperidin-4-yl)ethoxy)thiazolo[5,4-b]pyridin-5-yl)-N-methylbenzamide C1(CC1)N(C(C1=CC=C(C=C1)C1=CC=C2C(=N1)SC(=N2)OC(C)C2CCN(CC2)C2=NC(=NO2)C(C)C)=O)C